C1(CC1)C1=NC(=C2N1CCN(C2)C(C)=O)C=2C=C1C=NN(C1=CC2)C 1-(3-cyclopropyl-1-(1-methyl-1H-indazol-5-yl)-5,6-dihydroimidazolo[1,5-a]pyrazin-7(8H)-yl)ethan-1-one